[Cl-].C[N+](CCC[Si](C)(C)C)(C)CCCCCCCCCCCCCCCCCC N,N-dimethyl-N-[3-trimethylsilylpropyl]octadecylammonium chloride